1-phenyl-3-methyl-1-oxophospholene C1(=CC=CC=C1)P1(C=C(CC1)C)=O